ClC=1C=C(CC2=NC=CC3=C(C(=CC=C23)C)[N+](=O)[O-])C=CC1 1-(3-chlorobenzyl)-6-methyl-5-nitroisoquinoline